FCCCCCCOCCOCCOCCOCCNC(OC(C)(C)C)=O Tert-butyl (18-fluoro-3,6,9,12-tetraoxaoctadecyl)carbamate